(R)-(3-(difluoromethyl)-1-methyl-1H-1,2,4-triazol-5-yl)(4-(6-methylpyrazolo[1,5-a]pyridin-2-yl)-6,7-dihydro-1H-imidazo[4,5-c]pyridin-5(4H)-yl)methanone FC(C1=NN(C(=N1)C(=O)N1[C@H](C2=C(CC1)NC=N2)C2=NN1C(C=CC(=C1)C)=C2)C)F